FC1=C(C=C(C=C1C)N[C@@H](C(=O)NO)CCCCN[C@H](CO)C1=NC=C(C=C1)C)C (R)-2-((4-fluoro-3,5-dimethylphenyl)amino)-N-hydroxy-6-(((S)-2-hydroxy-1-(5-methylpyridin-2-yl)ethyl)amino)hexanamide